1,3,4-triamino-2,4,6-trinitrobenzene NC1=C(C(C(C=C1[N+](=O)[O-])([N+](=O)[O-])N)N)[N+](=O)[O-]